ClC1=NC(=CC=C1S(=O)=N)Cl (rac)-2,6-dichloropyridyl-sulfoximine